4,5-dichloro-2-((4-(2-hydroxyethyl)piperidin-1-yl)methyl)phenol ClC1=CC(=C(C=C1Cl)O)CN1CCC(CC1)CCO